CC(C(=O)NCCO)C 2-methyl-N-(2-hydroxyethyl)-propionamide